3-amino-2,2-dimethyl-propanol indium (Iii) [In+3].NCC(CO)(C)C